bis(4-butylphenyl)-nitrogen C(CCC)C1=CC=C(C=C1)[N]C1=CC=C(C=C1)CCCC